ClC1=CC(=C(C(=O)NC2=CC(=C(C=C2)F)C#N)C=C1Cl)OC1=C(C=C(C=C1)F)C 4,5-dichloro-N-(3-cyano-4-fluorophenyl)-2-(4-fluoro-2-methylphenoxy)benzamide